C(CCCCCCCCCCC)SC(C(C(=O)C1C(C=CCC1(C)C)C)C)C 3-(dodecyl-thio)-2-methyl-1-(2,6,6-trimethylcyclohex-3-en-1-yl)butan-1-one